3-(2-naphthyl)-alaninol C1=C(C=CC2=CC=CC=C12)C[C@H](N)CO